NC1=NN2C(N=CC=C2)=C1C(=O)N[C@@H](C)C=1N(C(C2=C(C=CC=C2C1)C#CC1=CN(C(=C1)CO)C)=O)C1=CC=CC=C1 (S)-2-amino-N-(1-(8-((5-(hydroxymethyl)-1-methyl-1H-pyrrol-3-yl)ethynyl)-1-oxo-2-phenyl-1,2-dihydroisoquinolin-3-yl)ethyl)pyrazolo[1,5-a]pyrimidine-3-carboxamide